1-hydroxy-6,7-dimethoxy-1,2,3,4-tetrahydronaphthalene-1-carbonitrile OC1(CCCC2=CC(=C(C=C12)OC)OC)C#N